phenyl acetate (2,4,6-trimethylbenzoyl)phosphinate CC1=C(C(=O)P(O)=O)C(=CC(=C1)C)C.C(C)(=O)OC1=CC=CC=C1